(8E,10E)-dodecadien-1-al C(C=CC=CCCCCCCC)=O